C[C@@H](C(=O)O)CC (2R)-2-methylbutyric acid